N1(N=NC2=C1C=CC=C2)CC(=O)N(CC2=CSC=C2)C2=CC=C(C=C2)C=2N=CN(C2)C 2-(Benzotriazol-1-yl)-N-[4-(1-methylimidazol-4-yl)phenyl]-N-(3-thienylmethyl)acetamide